BrC=1C=CC2=C(NC=N2)C1 6-bromo-1H-benzo[d]imidazole